catechol boron [B].C=1(O)C(O)=CC=CC1